OC(=O)C1(C2C=CC(C1)C2)CC(=O)OCCCCCC 2-hydroxycarbonyl-2-hexyloxycarbonylmethyl-bicyclo[2.2.1]Hept-5-ene